tert-butyl (2S,4R)-2-methyl-4-(pyrazolo[1,5-a]pyridin-6-yloxy)pyrrolidine-1-carboxylate C[C@@H]1N(C[C@@H](C1)OC=1C=CC=2N(C1)N=CC2)C(=O)OC(C)(C)C